(R)-2-hydroxy-butyric acid O[C@@H](C(=O)O)CC